COC(=O)C1CCC(CC1)OS(=O)(=O)C1=CC=C(C=C1)C (1r,4r)-4-[(4-methylbenzenesulfonyl)oxy]cyclohexane-1-carboxylic acid methyl ester